4-((1R,5S,8r)-3-Azabicyclo[3.2.1]octane-8-yl)-5,7-difluoro-1-oxoisoindoline [C@@H]12CNC[C@@H](CC1)C2C2=C1CNC(C1=C(C=C2F)F)=O